(3S,4R)-3-ethyl-4-(3H-imidazo[1,2-a]pyrrolo[2,3-e]pyrazin-8-yl)-N-(2,2,2-trifluoroethyl)pyrrolidine-1-carboxamide tartrate tetrahydrate O.O.O.O.C(=O)(O)C(O)C(O)C(=O)O.C(C)[C@@H]1CN(C[C@@H]1C1=CN=C2N1C1=C(N=C2)NC=C1)C(=O)NCC(F)(F)F